C1(CCCC1)C1=CC=C(C=C1)NC(C1=C(C=CC(=C1)S(=O)(=O)C(F)(F)F)SC1=NN=NN1C)=O N-(4-cyclopentylphenyl)-2-[(1-methyl-1H-tetrazol-5-yl)sulfanyl]-5-[(trifluoromethyl)sulfonyl]benzamide